C(C)(=O)C1=NN(C2=C(C=C(C=C12)C=1C=NC(=NC1)C)C)CC(=O)N1[C@@H]2C[C@@]2(C[C@H]1C(=O)NCC=1C=NC=NC1)C (1R,3S,5R)-2-(2-(3-acetyl-7-methyl-5-(2-methylpyrimidin-5-yl)-1H-indazol-1-yl)acetyl)-5-methyl-N-(pyrimidin-5-ylmethyl)-2-azabicyclo[3.1.0]hexane-3-carboxamide